BrC=1NC2=CC=C(C=C2C1C#N)C1CCNCC1 4-(2-bromo-3-cyano-1H-indol-5-yl)piperidine